2-(5-Fluoro-2-(methoxymethoxy)phenyl)-2-(6-iodo-4-oxo-2H-benzo[e][1,3]oxazin-3(4H)-yl)acetic acid methyl ester COC(C(N1COC2=C(C1=O)C=C(C=C2)I)C2=C(C=CC(=C2)F)OCOC)=O